methyl 3-((((2S,3R)-5-cyclopentyl-3-(3,3-difluorobutyl)-2-fluoro-1,1-dioxido-7-(trifluoromethyl)-2,3,4,5-tetrahydrobenzo[b][1,4]thiazepin-8-yl)oxy)methyl)picolinate C1(CCCC1)N1C2=C(S([C@@H]([C@@H](C1)CCC(C)(F)F)F)(=O)=O)C=C(C(=C2)C(F)(F)F)OCC=2C(=NC=CC2)C(=O)OC